(4-{6-[2-(4,7-Dichloro-2-methyl-benzo[b]thiophen-3-yl)-ethylamino]-pyrimidin-4-yl}-2-ethoxy-phenyl)-acetic acid ClC1=CC=C(C=2SC(=C(C21)CCNC2=CC(=NC=N2)C2=CC(=C(C=C2)CC(=O)O)OCC)C)Cl